2,2-diethyl-6-(3-(3-hydroxypyridin-4-yl)-1,2,4-oxadiazol-5-yl)chroman-4-one C(C)C1(OC2=CC=C(C=C2C(C1)=O)C1=NC(=NO1)C1=C(C=NC=C1)O)CC